OC1=C(C=C(C(=O)C(CC(=O)SCCNC(CCNC([C@@H](C(COP(OP(OC[C@@H]2[C@H]([C@H]([C@@H](O2)N2C=NC=3C(N)=NC=NC23)O)OP(=O)(O)O)(=O)O)(=O)O)(C)C)O)=O)=O)O)C=C1)OC 4-hydroxy-3-methoxybenzoyl-beta-hydroxypropionyl-CoA